isopropyl 2-((4-((2-hydroxyethyl)(methyl-d3)amino)-2-(methoxy-d3)-5-nitro phenyl)amino)-4-(3,3,5-trimethyl-2,3-dihydro-1H-pyrrolo[3,2-b]pyridin-1-yl)pyrimidine-5-carboxylate OCCN(C1=CC(=C(C=C1[N+](=O)[O-])NC1=NC=C(C(=N1)N1CC(C2=NC(=CC=C21)C)(C)C)C(=O)OC(C)C)OC([2H])([2H])[2H])C([2H])([2H])[2H]